5-(methyl-(2-(methylamino)ethyl)amino)-2-(4-(2-((1-(methylsulfonyl)piperidin-4-yl)amino)-5-(trifluoromethyl)pyrimidin-4-yl)-1H-imidazol-1-yl)benzonitrile CN(C=1C=CC(=C(C#N)C1)N1C=NC(=C1)C1=NC(=NC=C1C(F)(F)F)NC1CCN(CC1)S(=O)(=O)C)CCNC